(R)-3-(5-(difluoromethoxy)-2-fluorophenyl)-1-((1R,2R)-2-hydroxycyclopentyl)-N-(3-methyl-1,1-dioxidothietan-3-yl)-4,5,6,7-tetrahydro-1H-indazole-6-carboxamide FC(OC=1C=CC(=C(C1)C1=NN(C=2C[C@@H](CCC12)C(=O)NC1(CS(C1)(=O)=O)C)[C@H]1[C@@H](CCC1)O)F)F